6-amino-5-(4-phenoxyphenyl)pyrimidin NC1=C(C=NC=N1)C1=CC=C(C=C1)OC1=CC=CC=C1